3-[3-[4-(4-piperidyl)piperazin-1-yl]phenyl]piperidine-2,6-dione N1CCC(CC1)N1CCN(CC1)C=1C=C(C=CC1)C1C(NC(CC1)=O)=O